(S)-5-(5-(3-methylpiperidine-1-carbonyl)-1H-pyrrolo[2,3-b]pyridin-1-yl)pyridineamide C[C@@H]1CN(CCC1)C(=O)C=1C=C2C(=NC1)N(C=C2)C=2C=CC(=NC2)C(=O)N